COCCOC1=CC2=C(N=C(O2)S)C=C1 6-(2-methoxyethoxy)benzo[d]oxazol-2-thiol